[Br-].C(C)O[Zr+](OCC)OCC triethoxyzirconium bromide